C[C@@H]1C(C2=C(C=NC=C2)C(=O)OC[C@]3([C@@H]4[C@H]([C@H]([C@@]5([C@H]([C@H]([C@@H]([C@]([C@]5([C@@H]4O)O3)(C)O)OC1=O)OC(=O)C)OC(=O)C)COC(=O)C)OC(=O)C)OC(=O)C)C)C The molecule is a sesquiterpene alkaloid with formula C36H45NO17, that is isolated from the root bark of Tripterygium hypoglaucum. It has a role as a plant metabolite. It is an acetate ester, a dihydroagarofuran sesquiterpenoid, a macrolide, a pyridine alkaloid and a sesquiterpene alkaloid.